2-cyano-1-((4-oxo-1,3,5-triazin-1-yl)methyl)guanidine C(#N)N=C(NCN1C=NC(N=C1)=O)N